7-((7-((4,4-bis(((Z)-oct-5-en-1-yl)oxy)butanoyl)oxy)heptyl)(3-hydroxypropyl)amino)heptyl 4,4-bis(octyloxy)butanoate C(CCCCCCC)OC(CCC(=O)OCCCCCCCN(CCCO)CCCCCCCOC(CCC(OCCCC\C=C/CC)OCCCC\C=C/CC)=O)OCCCCCCCC